(5R,8R,9S,10R,13S,14S)-10-(((tert-butyldimethylsilyl)oxy)methyl)-13-methyldodecahydro-1H-cyclopenta[a]phenanthrene-3,17(2H,4H)-dione [Si](C)(C)(C(C)(C)C)OC[C@]12[C@H]3CC[C@@]4(C(CC[C@H]4[C@@H]3CC[C@@H]2CC(CC1)=O)=O)C